C(C)OC(=O)C=1SC=C(N1)C(=O)N1CCC(CC1)(F)F 4-(4,4-Difluoropiperidine-1-carbonyl)thiazole-2-carboxylic acid ethyl ester